tripropylphosphine tetraphenyl-borate C1(=CC=CC=C1)[B-](C1=CC=CC=C1)(C1=CC=CC=C1)C1=CC=CC=C1.C(CC)P(CCC)CCC